N4-(6,6-dimethyl-5-{[(3S,8aS)-3-methylhexahydropyrrolo[1,2-a]pyrazin-2(1H)-yl]carbonyl}-1,4,5,6-tetrahydropyrrolo[3,4-c]pyrazol-3-yl)-N2-ethyl-5-fluoropyrimidine-2,4-diamine CC1(N(CC2=C1NN=C2NC2=NC(=NC=C2F)NCC)C(=O)N2C[C@H]1N(C[C@@H]2C)CCC1)C